N-(2-(4-(4-allylpiperazine-1-yl)piperidine-1-yl)-5-((6-((R)-3-(3,4-difluorophenyl)-isoxazolidine-2-yl)pyrimidine-4-yl)amino)-4-methoxyphenyl)acrylamide C(C=C)N1CCN(CC1)C1CCN(CC1)C1=C(C=C(C(=C1)OC)NC1=NC=NC(=C1)N1OCC[C@@H]1C1=CC(=C(C=C1)F)F)NC(C=C)=O